ClC1=CC=C2/C(/C(NC2=C1)=O)=C/C1=CC(=CC(=C1)F)Cl (Z)-6-chloro-3-(3-chloro-5-fluorobenzylidene)-1,3-dihydro-2H-indol-2-one